OC(C(COC(C(C)C)=O)(C)C)C(C)C isobutyric acid-3-hydroxy-2,2,4-trimethyl-1-pentyl ester